(1-methylcyclopropyl)methanone CC1(CC1)C=O